3,6-dimethyl-1-(4-benzylpiperidinyl)-7-cyano-8-hydroxyisoquinoline CC=1N=C(C2=C(C(=C(C=C2C1)C)C#N)O)N1CCC(CC1)CC1=CC=CC=C1